C(C)(C)(C)OC(=O)NCCCN1N=C2C=CC=CC2=C1C(=O)[O-] 2-(3-((tert-butoxycarbonyl) amino) propyl)-2H-indazole-3-carboxylate